6-((2,4-dimethoxybenzyl)amino)-2-pentyl-2,3-dihydro-[1,4]oxaazepino[6,5-c][1,5]naphthyridin-5(1H)-one COC1=C(CNC2=NC=3C=CC=NC3C3=C2C(OCC(N3)CCCCC)=O)C=CC(=C1)OC